Behenyl-propylhydroxyethylamine C(CCCCCCCCCCCCCCCCCCCCC)N(CCO)CCC